N-((7-chloro-5-cyclopropyl-2,3-dihydro-1H-inden-4-yl)carbamoyl)-4-(2-hydroxypropan-2-yl)furan-2-sulfonamide ClC=1C=C(C(=C2CCCC12)NC(=O)NS(=O)(=O)C=1OC=C(C1)C(C)(C)O)C1CC1